vinylcyclohexyl alcohol C(=C)C1(CCCCC1)O